tert-butyl 5-bromo-6-isopropyl-2-(1,4-dioxaspiro[4.5]dec-8-yl)-4H-pyrrolo[3,2-d]thiazole-4-carboxylate BrC1=C(C=2N=C(SC2N1C(=O)OC(C)(C)C)C1CCC2(OCCO2)CC1)C(C)C